4-(N-((7-(5-(difluoromethyl)-1,3,4-oxadiazol-2-yl)imidazo[1,2-a]pyridin-2-yl)methyl)-N-(3-fluorophenyl)sulfamoyl)-N,N-dimethylpiperazine-1-carboxamide FC(C1=NN=C(O1)C1=CC=2N(C=C1)C=C(N2)CN(S(=O)(=O)N2CCN(CC2)C(=O)N(C)C)C2=CC(=CC=C2)F)F